S1C(=CC=C1)C(=O)C1=CC=C(C=C1)C(C(=O)O)C 2-(4-(thiophene-2-carbonyl)phenyl)propionic acid